2-(methyl-(p-tolyl)amino)acetonitrile CN(CC#N)C1=CC=C(C=C1)C